C(C)OC(=O)C1=C(SC(=C1C(=O)OCC)N=CC=1SC(=CC1)[N+](=O)[O-])NC(=O)C1CCCC1 2-cyclopentanecarboxamido-5-(5-nitrothiophen-2-yl)methyleneaminothiophene-3,4-dicarboxylic acid diethyl ester